C(C)(C)(C)OC(=O)N1C[C@@H](OCC1)CO (R)-2-(hydroxymethyl)morpholine-4-carboxylic acid tert-butyl ester